2,2,2-trichloroethyl (5-(2-(2-((tert-butyldimethylsilyl)oxy)ethoxy)-6-(3,6-dihydro-2H-pyran-4-yl)pyridin-4-yl)-2-fluoro-4-methylphenyl)carbamate [Si](C)(C)(C(C)(C)C)OCCOC1=NC(=CC(=C1)C=1C(=CC(=C(C1)NC(OCC(Cl)(Cl)Cl)=O)F)C)C=1CCOCC1